ClC=1C=CC=C2C1N(C(C21CCOCC1)=O)C1=CC=C(C=C1)C[C@@H](C(=O)O)NC(C1=C(C=CC=C1F)Cl)=O (S)-3-(4-(7-chloro-2-oxo-2',3',5',6'-tetrahydrospiro[indolin-3,4'-pyran]-1-yl)phenyl)-2-(2-chloro-6-fluorobenzamido)propionic acid